2-chloro-N-cyclopropyl-4-morpholino-7-(trifluoromethyl)furo[3,2-d]pyrimidine-6-carboxamide ClC=1N=C(C2=C(N1)C(=C(O2)C(=O)NC2CC2)C(F)(F)F)N2CCOCC2